C1N(CC12CCOCC2)CC(=O)NC=2C=C(C(=NC2)C)NC(=O)C=2C=C1C(=NC2)NC(=C1)C=1C=NN(C1)C N-(5-(2-(7-oxa-2-azaspiro[3.5]nonan-2-yl)acetamido)-2-methylpyridin-3-yl)-2-(1-methyl-1H-pyrazol-4-yl)-1H-pyrrolo[2,3-b]pyridine-5-carboxamide